((6-(isopropyl-(methyl)amino)pyridin-3-yl)methyl)carbamic acid tert-butyl ester C(C)(C)(C)OC(NCC=1C=NC(=CC1)N(C)C(C)C)=O